5-[4,6-difluoro-1-(2-trimethylsilylethoxymethyl)indol-5-yl]oxy-2-fluoro-benzonitrile FC1=C2C=CN(C2=CC(=C1OC=1C=CC(=C(C#N)C1)F)F)COCC[Si](C)(C)C